p-decyl-styrene C(CCCCCCCCC)C1=CC=C(C=C)C=C1